BrCC1=C(C=C(N=N1)C1C(NC(CC1)=O)=O)F 3-(6-(Bromomethyl)-5-fluoropyridazin-3-yl)piperidine-2,6-dione